[Hf].[Au] gold-hafnium